ClC1=C(C=NC(=C1)Cl)\C=N\C1=C(C(=CC(=C1F)OC)OC)F (E)-1-(4,6-dichloropyridin-3-yl)-N-(2,6-difluoro-3,5-dimethoxyphenyl)methane-imine